BrC=1C=C(C(=NC1)Cl)C=1NC=CN1 5-bromo-2-chloro-3-(1H-imidazol-2-yl)pyridine